C(C)(C)(C)OC(N(CC1=C(C(=CC=C1N1CN(C(C2=CC(=C(C=C12)C(F)(F)F)F)=O)C=1C(=NC(=CC1)OC)Br)F)F)CCN)=O (2-aminoethyl)(6-(3-(2-bromo-6-methoxypyridin-3-yl)-6-fluoro-4-oxo-7-(trifluoromethyl)-3,4-dihydroquinazolin-1(2H)-yl)-2,3-difluorobenzyl)-carbamic acid tert-butyl ester